(3R)-oct-1-en-3-ol C=C[C@@H](CCCCC)O